CC1(COC1)C(=O)N1CCC(CC1)C=1C=NC=C(C1)C(F)(F)F (3-methyloxetan-3-yl)(4-[5-(trifluoromethyl)pyridin-3-yl]piperidin-1-yl)methanone